NC1CCN(CC1)C1=C(N=NC2=CC(=C(C=C12)C1=CC=CC(=N1)C(=O)N)Cl)C1=CC(=CC(=C1)C)Cl 6-[4-(4-Aminopiperidin-1-yl)-7-chloro-3-(3-chloro-5-methylphenyl)cinnolin-6-yl]pyridin-2-carboxamid